FC1=CNC=2C1=NC(=CC2CNCC(C)C)C(=O)O 3-fluoro-7-((isobutylamino)methyl)-1H-pyrrolo[3,2-b]pyridine-5-carboxylic acid